2-[N-(4,5-dimethoxy-2-hydroxybenzoyl)amino]-4-ethoxycarbonyl-1,3-thiazole COC1=CC(=C(C(=O)NC=2SC=C(N2)C(=O)OCC)C=C1OC)O